hydroxybenzenecarboxylic acid C1=CC(=CC=C1C(=O)O)O